2,2,2-trichloroacetamide ClC(C(=O)N)(Cl)Cl